4-((S)-2-((S)-2-amino-3-methylbutanamido)propanamido)benzyl ((S)-4,11-diethyl-9-hydroxy-3,14-dioxo-3,4,12,14-tetrahydro-1H-pyrano[3',4':6,7]indolizino[1,2-b]quinolin-4-yl) carbonate C(OCC1=CC=C(C=C1)NC([C@H](C)NC([C@H](C(C)C)N)=O)=O)(O[C@@]1(C(OCC=2C(N3CC=4C(=NC=5C=CC(=CC5C4CC)O)C3=CC21)=O)=O)CC)=O